octahydro-1H-pyrrolo[3,2-b]Pyridin-4-yloxy-pentan-2-one N1CCC2N(CCCC21)OCC(CCC)=O